6H-dibenz[c,e][1,2]oxaphosphorine-6-oxide C1=CC=CC2=C1C1=C(P(O2)=O)C=CC=C1